BrC([Se]C1CCN(CC1)S(=O)(=O)C1=CC=C(C)C=C1)(F)F 4-((bromodifluoromethyl)seleno)-1-p-toluenesulfonylpiperidine